Benzyl Bromo-acetate BrCC(=O)OCC1=CC=CC=C1